NC1=C(C(NC2=C(C=CC=C12)C=1C=NC=CC1OC)=O)C(=O)NCC(F)F 4-Amino-N-(2,2-difluoroethyl)-8-(4-methoxy-3-pyridyl)-2-oxo-1H-quinoline-3-carboxamide